[P]=O.[V].[Ag] Silver vanadium phosphorus oxide